FC1=CC(=C(C=C1)N1C=C(C=2C1=CN=CC2)C2[C@@H]1CN([C@H](C2)CC1)C(=O)OC(C)(C)C)C(N(C)C(C)C)=O tert-butyl (1S,4R)-5-(1-(4-fluoro-2-(isopropyl(methyl)carbamoyl)phenyl)-1H-pyrrolo[2,3-c]pyridin-3-yl)-2-azabicyclo[2.2.2]octane-2-carboxylate